1-(1-((3-fluoro-5-(5-methoxypyridin-3-yl)phenyl)sulfonyl)-5-(2-fluorophenyl)-1H-pyrrol-3-yl)-N-methyl-methylamine hydrochloride Cl.FC=1C=C(C=C(C1)C=1C=NC=C(C1)OC)S(=O)(=O)N1C=C(C=C1C1=C(C=CC=C1)F)CNC